3-(2-(2-fluoro-5-((1r,3r)-3-methoxycyclobutyloxy)phenyl)-1,2,3,4-tetrahydroisoquinolin-6-yl)propanoic acid FC1=C(C=C(C=C1)OC1CC(C1)OC)N1CC2=CC=C(C=C2CC1)CCC(=O)O